C1=CC(=CC2=C1C=CCCC2)C=O 6,7-dihydro-5H-benzo[7]annulene-3-carbaldehyde